8-[(2s,5r)-2,5-diethyl-4-{1-[4-(trifluoromethoxy)phenyl]ethyl}piperazin-1-yl]-5-methyl-6-oxo-5,6-dihydro-1,5-naphthyridine-2-carbonitrile C(C)[C@@H]1N(C[C@H](N(C1)C(C)C1=CC=C(C=C1)OC(F)(F)F)CC)C1=CC(N(C=2C=CC(=NC12)C#N)C)=O